N-({5-chloro-6-[(1,3-thiazol-4-yl)methoxy]-2-indolyl}methyl)-3-hydroxy-1-azetidinecarboxamide ClC=1C=C2C=C(NC2=CC1OCC=1N=CSC1)CNC(=O)N1CC(C1)O